CN([C@H]1CN(CCC1)C(=O)OC(C)(C)C)C=1N=NC(=C(C1)C)C1=CC=C(C=C1)C(F)(F)F tert-butyl (R)-3-(methyl(5-methyl-6-(4-(trifluoromethyl)phenyl)pyridazin-3-yl)amino)piperidine-1-carboxylate